C1(CC1)C=1C=CC=C2C(C=C(OC12)C1=CC=C(OCCOC2CC(C2)C(=O)O)C=C1)=O 3-[2-[4-(8-cyclopropyl-4-oxo-chromen-2-yl)phenoxy]ethoxy]cyclobutanecarboxylic acid